(4-((7,9-difluoro-5H-pyrido[3,2-b]indol-5-yl)methyl)phenyl)methylamine hydrochloride Cl.FC=1C=C(C=2C3=C(N(C2C1)CC1=CC=C(C=C1)CN)C=CC=N3)F